C(C)(C)(C)OOC1=CC(=C(C=C1C(C)C)C(C)C)OOC(C)(C)C m-di(t-butylperoxy)diisopropyl-benzene